4-(3-(2,6-dioxopiperidin-3-yl)-1-methyl-1H-indazol-6-yl)piperidine-1-carboxamide trifluoroacetate FC(C(=O)O)(F)F.O=C1NC(CCC1C1=NN(C2=CC(=CC=C12)C1CCN(CC1)C(=O)N)C)=O